C(C)C=1C=NN2C1N=C(C=C2NC([O-])=O)C (3-ethyl-5-methylpyrazolo[1,5-a]pyrimidin-7-yl)carbamate